N-[(3S)-1-[(4-Methoxyphenyl)methyl]-2-oxo-5-phenyl-2,3-dihydro-1H-1,4-benzodiazepin-3-yl]-2-[(2,3,5-trifluoro-6-methanesulfonylpyridin-4-yl)amino]acetamide COC1=CC=C(C=C1)CN1C([C@H](N=C(C2=C1C=CC=C2)C2=CC=CC=C2)NC(CNC2=C(C(=NC(=C2F)S(=O)(=O)C)F)F)=O)=O